C(C)(C)(C)OC(=O)N1C[C@H]([C@H](CC1)O)N (3R,4S)-3-amino-4-hydroxypiperidine-1-carboxylic acid tert-butyl ester